ClC1=C(C=CC(=C1)Cl)C=1OC(=C(N1)CC=CC1=CC(=C(OCCO)C=C1)C)C(C)C 2-(4-(3-(2-(2,4-dichlorophenyl)-5-isopropyloxazol-4-yl)prop-1-en-1-yl)-2-methylphenoxy)ethan-1-ol